1,3,8-trihydroxy-7-methoxy-2-methylanthraquinone OC1=C(C(=CC=2C(C3=CC=C(C(=C3C(C12)=O)O)OC)=O)O)C